C12OCC(CC1)(CC2)CO[C@@H]([C@H](NC(=O)[C@@H]2CN(CC21CN(C1)C(=O)[C@@H]1C(C1)(C)C)C(=O)OC(C)(C)C)C(=O)O)C O-((2-oxabicyclo[2.2.2]octan-4-yl)methyl)-N-((S)-6-(tert-butoxycarbonyl)-2-((S)-2,2-dimethylcyclopropane-1-carbonyl)-2,6-diazaspiro[3.4]octane-8-carbonyl)-L-threonine